2-fluoro-2-methylpropane-1,3-diyl dimesylate S(C)(=O)(=O)OCC(COS(C)(=O)=O)(C)F